tert-butyl 3-(3-chloro-5-((2-fluoro-4-iodophenyl)amino)isonicotinamido)azetidine-1-carboxylate ClC1=C(C(=O)NC2CN(C2)C(=O)OC(C)(C)C)C(=CN=C1)NC1=C(C=C(C=C1)I)F